C1(=CC=CC=C1)C1(C=CC2=C(O1)C=1C=C(C(=CC1C1=C2C(C2=C(C=CC=C21)C(F)(F)F)(C)C)OC)OC)C2=CC=C(C=C2)N2CCOCC2 3-phenyl-3-(4-morpholinylphenyl)-6,7-dimethoxy-12-trifluoromethyl-13,13-dimethyl-indeno[2',3':3,4]naphtho[1,2-b]pyran